N-[2-[(2-hydroxyethyl)amino]ethyl]-(3beta)-cholest-5-ene-3-carboxamide OCCNCCNC(=O)[C@@H]1CC2=CC[C@H]3[C@@H]4CC[C@H]([C@@H](CCCC(C)C)C)[C@]4(CC[C@@H]3[C@]2(CC1)C)C